tert-butyl 6-(8-methoxy-2-oxo-2H-[1,3]oxazino[5,4-c][1,8]naphthyridin-1(4H)-yl)-3,4-dihydroisoquinolin-2(1H)-carboxylate COC=1C=CC=2C3=C(C=NC2N1)COC(N3C=3C=C1CCN(CC1=CC3)C(=O)OC(C)(C)C)=O